(S)-6-ethyl-2-((4-((2-hydroxy-1-phenylethyl)amino)-5-(3,8-dioxa-1-azaspiro[4.5]dec-1-en-2-yl)pyridin-2-yl)amino)-7,7-dimethyl-6,7-dihydro-5H-pyrrolo[3,4-b]pyridin-5-one C(C)N1C(C2=NC(=CC=C2C1=O)NC1=NC=C(C(=C1)N[C@H](CO)C1=CC=CC=C1)C1=NC2(CO1)CCOCC2)(C)C